1-(3-(2,3-dihydrobenzo[b][1,4]dioxin-6-yl)-3-oxopropyl)pyrrolidin-3-one O1C2=C(OCC1)C=C(C=C2)C(CCN2CC(CC2)=O)=O